Bis(1-benzyl-1,2,3,4-tetrahydroquinolin-7-yl)dimethylsilane C(C1=CC=CC=C1)N1CCCC2=CC=C(C=C12)[Si](C)(C)C1=CC=C2CCCN(C2=C1)CC1=CC=CC=C1